N1(C=CC2=CC=CC=C12)C1=C(CC2=CC=CC=C12)C=O 3-(1H-indol-yl)-1H-indene-2-carbaldehyde